C[C@H]1CC[C@@H](N(C1)C(=O)OC(C)(C)C)C1=CC(=CC=C1)OC[C@H]1N(CCC1)C(=O)OCC1=CC=CC=C1 tert-butyl (2R,5S)-5-methyl-2-[3-[[(2S)-1-benzyloxycarbonylpyrrolidin-2-yl]methoxy]phenyl]piperidine-1-carboxylate